1-[2-(4-ethyl-5-oxo-4,5-dihydropyrazin-2-yl)acetyl]-4-fluoro-N-{[6-fluoro-5-(propan-2-yl)pyridin-2-yl](phenyl)methyl}pyrrolidine-2-carboxamide C(C)N1C=C(N=CC1=O)CC(=O)N1C(CC(C1)F)C(=O)NC(C1=CC=CC=C1)C1=NC(=C(C=C1)C(C)C)F